C(C=C)(=O)N1C(CN(C[C@H]1C)C1=NC(N2C3=C(C(=C(C=C13)C(F)(F)F)C1=C(C=C(C=C1)F)F)SC[C@@H]2COCOC)=O)C (3S,10R)-7-((2S,5R)-4-acryloyl-3,5-dimethylpiperazin-1-yl)-10-(2,4-difluorophenyl)-3-((methoxymethoxy)methyl)-9-(trifluoromethyl)-2,3-dihydro-5H-[1,4]thiazino[2,3,4-ij]quinazolin-5-one